ClC1=CNC=2N=C(C=C(C21)NC2CC2)NC2=C(C=C(C=C2)S(=O)(=O)C)OC 3-chloro-N4-cyclopropyl-N6-(2-methoxy-4-(methylsulfonyl)phenyl)-1H-pyrrolo[2,3-b]pyridine-4,6-diamine